6-(5-(1-butylpiperidin-4-yl)-3-isopropyl-1H-indol-2-yl)-8-methyl-[1,2,4]triazolo[1,5-a]pyridine C(CCC)N1CCC(CC1)C=1C=C2C(=C(NC2=CC1)C=1C=C(C=2N(C1)N=CN2)C)C(C)C